BrC1=C2CCN(C(C2=CC(=C1)CN1C(=NC=C1)NC)=O)C(C)C=1C=NC(=C(C1)OC)F 5-bromo-2-(1-(6-fluoro-5-methoxypyridin-3-yl)ethyl)-7-((2-(methylamino)-1H-imidazol-1-yl)methyl)-3,4-dihydroisoquinolin-1(2H)-one